N[S@](=NC(CC1=C(C=C(C=C1C(C)C)C1=CC2=CC=CC=C2C=C1)C(C)C)=O)(=O)C1=CN=C(S1)C(C)(C)O (R)-N-(amino(2-(2-hydroxypropan-2-yl)thiazol-5-yl)(oxo)-λ6-sulfaneylidene)-2-(2,6-diisopropyl-4-(naphthalen-2-yl)phenyl)acetamide